(2S,4r)-1-[(2S)-2-(4-cyclopropyl-triazol-1-yl)-3,3-dimethyl-butyryl]-4-hydroxy-N-[2-[(1-methyl-4-piperidinyl)amino]-2-oxo-ethyl]pyrrolidine-2-carboxamide C1(CC1)C=1N=NN(C1)[C@H](C(=O)N1[C@@H](C[C@H](C1)O)C(=O)NCC(=O)NC1CCN(CC1)C)C(C)(C)C